O-coumaroyl-L-serine C(\C=C\C1=CC=C(C=C1)O)(=O)OC[C@H](N)C(=O)O